C(C(C)C)(=O)OC1=CC=C(C=C1)CC(C(COC)=O)N=CC1=CC(=CC(=C1)Br)OC(C(C)C)=O 4-(2-(3-isobutyryloxy-5-bromobenzylideneamino)-4-methoxy-3-oxobutyl)phenyl isobutyrate